C(C1CO1)OCCC[Si](OCC)(CC)CC glycidoxypropyl-diethyl-ethoxysilane